C(C)(=O)NCC1CCN(CC1)CC1=CC(=NC(=C1)C1=CC(=CC(=C1)Cl)Cl)OC=1N=CC(=NC1)N1CCN(CC1)CCC(=O)O 3-(4-(5-((4-((4-(acetamidomethyl)piperidin-1-yl)methyl)-6-(3,5-dichlorophenyl)pyridin-2-yl)oxy)pyrazin-2-yl)piperazin-1-yl)propanoic acid